(S)-N-(4-ethyl-2-(3-hydroxybutyl)phenyl)-2,2,2-trifluoroacetamide C(C)C1=CC(=C(C=C1)NC(C(F)(F)F)=O)CC[C@H](C)O